3-[(trimethylsilyl)oxy]-8-oxobicyclo[3.2.1]octane-3-carbonitrile C[Si](OC1(CC2CCC(C1)C2=O)C#N)(C)C